N=1N=CN2C=NC(=CC21)OC2=C(C=C(C=C2)NC2=NC=NC1=CC(=C(C=C21)OC2CCNCC2)OC)F N-(4-([1,2,4]triazolo[4,3-c]pyrimidin-7-yloxy)-3-fluorophenyl)-7-methoxy-6-(piperidin-4-yloxy)quinazolin-4-amine